2-[(3-CYANOPROPYL)AMINO]ACETIC ACID C(#N)CCCNCC(=O)O